CN1CCN(CC1)C(=O)C=1C=C2C(=NC1)NC=C2C=2C=C1CCNC(C1=CC2)=O 6-(5-(4-methylpiperazine-1-carbonyl)-1H-pyrrolo[2,3-b]pyridin-3-yl)-3,4-dihydroisoquinolin-1(2H)-one